ClC=1C(=C2CCN(C2=CC1)C(=O)C=1C=C2CN(C(C2=CC1)=O)C1C(NC(CC1)=O)=O)F 3-(5-(5-chloro-4-fluoroindoline-1-carbonyl)-1-oxoisoindolin-2-yl)piperidine-2,6-dione